N-((3S,4S)-1-ethyl-3-methylpiperidin-4-yl)-6-(3-((5-fluoro-2-methoxy-4-(methylcarbamoyl)phenyl)amino)prop-1-yn-1-yl)-1-(2,2,2-trifluoroethyl)-1H-benzo[d]imidazole-4-carboxamide C(C)N1C[C@@H]([C@H](CC1)NC(=O)C1=CC(=CC=2N(C=NC21)CC(F)(F)F)C#CCNC2=C(C=C(C(=C2)F)C(NC)=O)OC)C